4-oxo-octahydro-2H-pyrazino[1,2-a]pyrazine-2-carboxylic acid benzyl ester C(C1=CC=CC=C1)OC(=O)N1CC2N(C(C1)=O)CCNC2